10-(2-methoxyethyl)-10H-phenothiazine-3-carbaldehyde COCCN1C2=CC=CC=C2SC=2C=C(C=CC12)C=O